N1=NC(=CC2=C1CCC2)NC2=NN1C(C=C(C=C1)C=1N(N=CC1O[C@@H]1CN(CC1)C)C)=C2 N-(6,7-dihydro-5H-cyclopenta[c]pyridazin-3-yl)-5-[2-methyl-4-[(3S)-1-methylpyrrolidin-3-yl]oxy-pyrazol-3-yl]pyrazolo[1,5-a]pyridin-2-amine